5-bromo-3-(methoxy-d3)-2-methyl-2H-indazole BrC1=CC2=C(N(N=C2C=C1)C)OC([2H])([2H])[2H]